5-((2-amino-9-((2R,3R,5S)-3-hydroxy-5-(hydroxymethyl)tetrahydrofuran-2-yl)-6,8-dioxo-1,6,8,9-tetrahydro-7H-purin-7-yl)methyl)thiophene-2-carboxylic acid methyl ester COC(=O)C=1SC(=CC1)CN1C(N(C=2N=C(NC(C12)=O)N)[C@@H]1O[C@@H](C[C@H]1O)CO)=O